methyl-ethyl-dipropylmalonic acid CC(CC)(C(C(=O)O)(C(=O)O)CCC)CC